4-[(3-{8-[(3,3-difluoro-1-methylpiperidin-4-yl)amino]-3-(2,2,2-trifluoroethyl)imidazo[1,2-a]pyridin-2-yl}prop-2-yn-1-yl)amino]-3-methoxy-N-methylbenzamide FC1(CN(CCC1NC=1C=2N(C=CC1)C(=C(N2)C#CCNC2=C(C=C(C(=O)NC)C=C2)OC)CC(F)(F)F)C)F